ClC=1C(=NC(=C(C1)F)C1=C(C(=C(C=C1)C(F)(F)F)C)Cl)C(=O)OC Methyl 3-chloro-6-(2-chloro-3-methyl-4-(trifluoromethyl) phenyl)-5-fluoropicolinate